CN1CC2=C(N(C=3C=CC=CC23)CC2=C(C(=O)O)C=CC=C2)CC1 2-((2-methyl-1,2,3,4-tetrahydro-5H-pyrido[4,3-b]indol-5-yl)methyl)benzoic acid